CNS(=O)(=O)CC1CCC(CC1)NC1=C2C(=NC=C1C(=O)OCC)NC=C2 ethyl 4-(((1R,4R)-4-((N-methylsulfamoyl)methyl)cyclohexyl)amino)-1H-pyrrolo[2,3-b]pyridine-5-carboxylate